C1(=CC=CC=C1)C#CC1=CC=C(N)C=C1 4-(2-phenylethynyl)aniline